NC1=NC=CC(=C1)C=1C=C2C(=NNC2=C(C1)Br)N 5-(2-aminopyridin-4-yl)-7-bromo-3-amino-1H-indazole